CC(CC(=O)N1CCN(C2=CC=CC=C12)C(CCN1CCN(CC1)C)=O)C 3-methyl-1-(4-(3-(4-methylpiperazin-1-yl)propanoyl)-3,4-dihydroquinoxalin-1(2H)-yl)butan-1-on